CC1=CC=C(C=C1)S(=O)(=O)OCCCCC#C hex-5-ynyl 4-methylbenzenesulfonate